C1(CC1)C([C@@H](C(=O)NC1=CC=C(C=C1)C=1C(=NNC1C)C)NC(=O)C=1N(N=CN1)C)C1CC1 N-[(1S)-1-(dicyclopropylmethyl)-2-[4-(3,5-dimethyl-1H-pyrazol-4-yl)anilino]-2-oxo-ethyl]-2-methyl-1,2,4-triazole-3-carboxamide